7-[2-(cyclopropylmethoxy)-5-methylsulfonylphenyl]-2,5-dimethyl-[1,3]oxazolo[4,5-c]pyridin-4-one C1(CC1)COC1=C(C=C(C=C1)S(=O)(=O)C)C=1C2=C(C(N(C1)C)=O)N=C(O2)C